C(C)NC1=CC=C(C=C1)NCC(O)C1=NNC(O1)=S 5-[2-(4-ethylaminophenylamino)-1-hydroxyethyl]-1,3,4-oxadiazole-2(3H)-thione